6-amino-3-(2-methoxyethyl)-2-(piperidine-1-carbonyl)quinazolin-4(3H)-one NC=1C=C2C(N(C(=NC2=CC1)C(=O)N1CCCCC1)CCOC)=O